6-methyl-N-(6-(pyridin-4-yl)thiazolo[4,5-b]pyridin-2-yl)-4-(4-oxa-7-azaspiro[2.5]octan-7-yl)nicotinamide CC1=NC=C(C(=O)NC=2SC=3C(=NC=C(C3)C3=CC=NC=C3)N2)C(=C1)N1CCOC2(CC2)C1